8,10-dimethyl-7,14-dioxa-4,10,19,20-tetraazatetracyclo[13.5.2.12,6.018,21]tricosa-1(20),2,4,6(23),15,17,21-heptaen-9-one CC1OC=2C=NC=C(C3=NNC4=CC=C(OCCCN(C1=O)C)C=C34)C2